3-Fluoro-4-(4-(4-methylpiperazin-1-yl)piperidin-1-yl)-5-(1H-pyrazol-4-yl)anilineid FC=1C=C([NH-])C=C(C1N1CCC(CC1)N1CCN(CC1)C)C=1C=NNC1